ClC1=NC(=NC(=C1[N+](=O)[O-])Cl)SCCC 4,6-dichloro-5-nitro-2-propylthiopyrimidine